5-bromo-7-ethyl-3-(4-fluorophenyl)quinolin-2(1H)-one BrC1=C2C=C(C(NC2=CC(=C1)CC)=O)C1=CC=C(C=C1)F